CN1N=NC(=C1C=1C=C2C(=NC1)C1=C(N2C(C2CCOCC2)C2=C(C=NC=C2)F)C(=NN1C)C(C)(C)O)C 2-(6-(1,4-Dimethyl-1H-1,2,3-triazol-5-yl)-4-((3-fluoropyridin-4-yl)(tetrahydro-2H-pyran-4-yl)methyl)-1-methyl-1,4-dihydropyrazolo[3',4':4,5]pyrrolo[3,2-b]pyridine-3-yl)propan-2-ol